CC(CO)(O)C 2,2-di-methylethane-1,2-diol